methyl 7,8-dichloro-4-hydroxyisoquinoline-3-carboxylate ClC1=CC=C2C(=C(N=CC2=C1Cl)C(=O)OC)O